C(CCC)C(CCOC(CCCCCCCN(CCCNC(=O)C1COCC1)CCCCCCCC(=O)OC(CCCCCCCC)CCCCCCCC)=O)CCCC 8-((8-(heptadec-9-yloxy)-8-oxooctyl)(3-(tetrahydrofuran-3-carboxamido)propyl)amino)octanoic acid 3-butylheptyl ester